NCCC[Si](OC)(OC)OC gamma-aminopropyl-trimethoxysilicon